FC(C1=NN=C(O1)C1=C(C(=C(C=C1)CN1N=NC(=C1)C=1C=C2C=NC(=NC2=CC1)N(C)C)F)F)F 6-[1-[[4-[5-(difluoromethyl)-1,3,4-oxadiazol-2-yl]-2,3-difluorophenyl]methyl]triazol-4-yl]-N,N-dimethylquinazolin-2-amine